{[(4-fluorophenyl)methyl]amino}-N-{4-[(oxetan-3-ylcarbonylamino)methyl]phenyl}carboxamide FC1=CC=C(C=C1)CNC(=O)NC1=CC=C(C=C1)CNC(=O)C1COC1